Trimethylsilane 2,2-difluoro-2-(fluorosulfonyl)acetate FC(C(=O)O)(S(=O)(=O)F)F.C[SiH](C)C